[Si](C)(C)(C(C)(C)C)OC[C@H](C)N1N=CC=C1CO [2-[(1S)-2-[tert-butyl(dimethyl)silyl]oxy-1-methyl-ethyl]pyrazol-3-yl]methanol